C(C(C)C)(=O)OC1=C(C=NC2=C(C=C(C=C2)Cl)Cl)C=C(C=C1OC(C(C)C)=O)Br N-(2,3-bis(isobutyryl-oxy)-5-bromobenzylidene)-2,4-dichloro-benzenamine